2-(3-fluorophenylsulfonyl)acetonitrile FC=1C=C(C=CC1)S(=O)(=O)CC#N